3-(2-fluoro-4-bromophenyl)-2-methylsulfinylnaphthalene FC1=C(C=CC(=C1)Br)C=1C(=CC2=CC=CC=C2C1)S(=O)C